C1(CC1)[C@@H](\C=C\S(=O)(=O)C)NC(=O)C=1C=C2C(=NC1OC1=CC=CC=C1)N(N=C2)C (S,E)-N-(1-cyclopropyl-3-(methylsulfonyl)allyl)-1-methyl-6-phenoxy-1H-pyrazolo[3,4-b]pyridine-5-carboxamide